OCCOC12CC3(CC(CC(C1)(C3)C)(C2)C)CN2N=CC(=C2C)C=2C(=NC=CC2)C(=O)O.C(CCCCCCCCCCCCCCCCCCC(=O)N)CCCCCCCCCCCCCCCCCC(=O)N EthyleneBis(stearamide) 3-[1-[[3-(2-hydroxyethoxy)-5,7-dimethyl-1-adamantyl]methyl]-5-methyl-pyrazol-4-yl]pyridine-2-carboxylate